C(C)OC(=O)N1CCN(CC1)C1=C(C=C(C=C1)N(S(=O)(=O)C1=CC=CC=C1)C(C1=CC=CC=C1)=O)C#N 4-(2-cyano-4-(N-(phenylsulfonyl)benzoylamino)phenyl)piperazine-1-carboxylic acid ethyl ester